ClCC=1OC(=C(N1)C)C 2-(chloromethyl)-4,5-dimethyloxazole